C(C)C(C/C(=C(/C(=O)O)\CC(CCCC)CC)/C(=O)O)CCCC.C(C)C(C/C(=C(/C(=O)O)\CC(CCCC)CC)/C(=O)O)CCCC.ClC1=NOC(C1)(C)C 3-chloro-5,5-dimethyl-4,5-dihydroisoxazole di(2-ethylhexyl)maleate (Di(2-ethylhexyl)maleate)